CC(C)(C)[S@@](=O)N[C@H](C)C1=NN2C(C=C(C=C2N2C(N(C(C2)=O)C)=O)C)=C1 |o1:7| (R)-2-methyl-N-((R*)-1-(5-methyl-7-(3-methyl-2,4-dioxoimidazolidin-1-yl)pyrazolo[1,5-a]pyridin-2-yl)ethyl)propane-2-sulfinamide